(E)-3-(4-hydroxy-3,5-dimethylphenyl)-1-(4-(methylthio)benzofuran-2-yl)prop-2-en-1-one OC1=C(C=C(C=C1C)/C=C/C(=O)C=1OC2=C(C1)C(=CC=C2)SC)C